1-(5-(4-(4-fluorophenyl)piperazin-1-yl)-3,3-dimethylpentyl)-1H-benzo[d]imidazol-2(3H)-one FC1=CC=C(C=C1)N1CCN(CC1)CCC(CCN1C(NC2=C1C=CC=C2)=O)(C)C